ClC1=C(C(=NN1C)C1=NOC(=C1)C)CC(=O)N1CC2(CCC1)CCNCC2 2-(5-chloro-1-methyl-3-(5-methylisoxazol-3-yl)-1H-pyrazol-4-yl)-1-(2,9-diazaspiro[5.5]undecan-2-yl)ethan-1-one